C(C1=CC=CC=C1)OC=1C=C2C(=C(N(C2=CC1)C1=CC(=C(C=C1)F)C)C(C)C)C(C#N)(C)C 2-(5-(benzyloxy)-1-(4-fluoro-3-methylphenyl)-2-isopropyl-1H-indol-3-yl)-2-methylpropanenitrile